N12CC(C(CC1)CC2)N(C(O)=O)[C@H]2C(CC1=CC(=C(C=C21)F)C2=CC(=C(C(=C2)C)OCCCC)C)(C)C.C(C)(C)(C)OC(=O)[C@](N)(CCCCNC(=O)OC(C)(C)C)C(=O)O 2,N6-bis-(tert-butoxycarbonyl)lysine (S)-quinuclidin-3-yl-(5-(4-butoxy-3,5-dimethylphenyl)-6-fluoro-2,2-dimethyl-2,3-dihydro-1H-inden-1-yl)carbamate